ClC1=CC(=NC(=C1)N(C(C)C)CC)C(=O)NC1=CC=C(C(=O)OC(C)(C)C)C=C1 tert-Butyl 4-(4-chloro-6-(ethyl(isopropyl)amino)picolinamido)benzoate